C(C1=CC=CC=C1)OC1=C(N(C=CC1=O)CC(=O)C1=CC=C(C=C1)OC)C 3-(benzyloxy)-1-(2-(4-methoxyphenyl)-2-oxoethyl)-2-methylpyridin-4(1H)-one